(S)-4-amino-4-(6-(1-(6-(hydroxymethyl)pyrazin-2-yl)-4-(2-methoxyethoxy)-1H-indazol-6-yl)pyridin-2-yl)butan-1-ol N[C@@H](CCCO)C1=NC(=CC=C1)C1=CC(=C2C=NN(C2=C1)C1=NC(=CN=C1)CO)OCCOC